ClC1=CC(=C(OCC2=NC(=CC=C2)OC2C(CNCC2)F)C=C1)F 2-((4-Chloro-2-fluorophenoxy)methyl)-6-((3-fluoropiperidin-4-yl)oxy)pyridine